1-(pyrrolidine-1-carbonyl)cyclopropane-1-carboxylic acid methyl ester COC(=O)C1(CC1)C(=O)N1CCCC1